3-(tert-butyl)-N-(2-(2-((1-(2-hydroxyethyl)-1H-pyrazol-4-yl)amino)pyrimidin-4-yl)-6,7,8,9-tetrahydro-5H-benzo[7]annulen-5-yl)pyrrolidine-1-carboxamide C(C)(C)(C)C1CN(CC1)C(=O)NC1CCCCC2=C1C=CC(=C2)C2=NC(=NC=C2)NC=2C=NN(C2)CCO